3-[[4-hydroxy-1-[(3R,4R)-1-[(3-methylpyrazin-2-yl)methyl]-3-phenyl-piperidine-4-carbonyl]-4-piperidinyl]methyl]-7-phenyl-thieno[3,4-d]pyrimidin-4-one OC1(CCN(CC1)C(=O)[C@H]1[C@@H](CN(CC1)CC1=NC=CN=C1C)C1=CC=CC=C1)CN1C=NC=2C(C1=O)=CSC2C2=CC=CC=C2